NC1=C(C)C=CC=C1N 2,3-Diaminotoluene